C(C1=CC=CC=C1)N1CCC(CC1)CCNC(=O)N1[C@@H](CN(C[C@@H]1C)C1=CC(=C(C(=C1)F)F)Cl)C (2R,6S)-N-[2-(1-benzylpiperidin-4-yl)ethyl]-4-(3-chloro-4,5-difluorophenyl)-2,6-dimethylpiperazine-1-carboxamide